N-((3S,4S)-4-fluoropiperidin-3-yl)-6-(7-(trifluoromethoxy)imidazo[1,2-a]pyridin-3-yl)pyridin-2-amine F[C@@H]1[C@H](CNCC1)NC1=NC(=CC=C1)C1=CN=C2N1C=CC(=C2)OC(F)(F)F